8-chloro-7-[(2-methyl-3H-benzimidazol-5-yl)oxy]-2-[3-methyl-1-(4-piperidyl)pyrazol-4-yl]quinoxaline ClC=1C(=CC=C2N=CC(=NC12)C=1C(=NN(C1)C1CCNCC1)C)OC1=CC2=C(N=C(N2)C)C=C1